FC(C1=NN(C=C1NC(=O)C=1C=NN2C1N=C(C=C2)N2CCN(CC2)C(=O)OC(C)(C)C)C)F Tert-butyl 4-[3-[[3-(difluoromethyl)-1-methyl-pyrazol-4-yl]carbamoyl]pyrazolo[1,5-a]pyrimidin-5-yl]piperazine-1-carboxylate